C1(CCCCC1)S(=O)(=O)OOC(C)=O acetyl (cyclohexylsulfonyl) peroxide